C(C1=CC=CC=C1)NC([C@H](C[C@H]1C(NCC1)=O)NC(=O)[C@H](CC(C)C)NC(=O)C=1NC2=CC=CC(=C2C1)OC)C#N N-[(1S)-1-[[(1S)-2-(benzylamino)-2-cyano-1-[[(3S)-2-oxopyrrolidin-3-yl]methyl]ethyl]carbamoyl]-3-methyl-butyl]-4-methoxy-1H-indole-2-carboxamide